(7-methyl-1H-imidazo[4,5-b]pyridin-2-yl)(5-methyl-7,8-dihydro-1,6-naphthyridin-6(5H)-yl)methanone CC1=C2C(=NC=C1)N=C(N2)C(=O)N2C(C=1C=CC=NC1CC2)C